N(=[N+]=[N-])C[C@@H]1[C@@H]([C@@H]([C@H](C(O1)OC)NC(C)=O)O)O N-((3R,4R,5R,6R)-6-(azidomethyl)-4,5-dihydroxy-2-methoxytetrahydro-2H-pyran-3-yl)acetamide